CN1C=CC2=CC(=CC=C12)N 1-methyl-1H-indol-5-amin